2-(7-bromo-5-((4-(chlorodifluoromethoxy)phenyl)carbamoyl)-1-methyl-1H-benzo[d]Imidazol-2-yl)acetic acid methyl ester COC(CC1=NC2=C(N1C)C(=CC(=C2)C(NC2=CC=C(C=C2)OC(F)(F)Cl)=O)Br)=O